ClC1=CC=C(C(=N1)CN1CC(C1)F)NC(C)C=1C=C(C=C2C(N(C=3N(C12)C=NC3C(=O)O)C)=O)C 9-(1-((6-chloro-2-((3-fluoroazetidin-1-yl)methyl)pyridin-3-yl)amino)ethyl)-4,7-dimethyl-5-oxo-4,5-dihydroimidazo[1,5-a]quinazoline-3-carboxylic acid